ClC=1C=C(C=C(C1)NS(=O)(=O)C)NC(=O)C=1C=NN(C1)C1=C(C=CC=C1OCC1=CC(=CC=C1)F)F N-(3-chloro-5-(methylsulfonamido)phenyl)-1-(2-fluoro-6-((3-fluorobenzyl)oxy)phenyl)-1H-pyrazole-4-carboxamide